p-hydroxybenzoic acid-ethylester C(C)OC(C1=CC=C(C=C1)O)=O